C(C(=C)C)(=O)[O-].C(CCCCCCCCCCC)[N+]1=CC=CC=C1 laurylpyridinium methacrylate